C(C)(=O)[O-].C(C)(=O)[O-].C(=C)[Sn+2]C=C divinyl-tin diacetate